1-(3,4-dimethoxybenzyl)-5-(6-(trifluoromethyl)-2-(vinylsulfonyl)pyrimidin-4-yl)pyridin-2(1H)-one COC=1C=C(CN2C(C=CC(=C2)C2=NC(=NC(=C2)C(F)(F)F)S(=O)(=O)C=C)=O)C=CC1OC